CC1=CNC2=NC=C(C=C21)C=2C=C1CCN(CC1=C(C2)[C@H]2NCCC2)C(=O)C=2C=NN1C2N=CC=C1 (S)-(6-(3-methyl-1H-pyrrolo[2,3-b]pyridin-5-yl)-8-(pyrrolidin-2-yl)-3,4-dihydroisoquinolin-2(1H)-yl)(pyrazolo[1,5-a]pyrimidin-3-yl)methanone